FC1=C(C(=CC=C1OC)F)C1(CCC1)NCC(=O)N1CC2CCC(C1)N2C2=NC=C(C#N)C=C2 6-(3-((1-(2,6-difluoro-3-methoxyphenyl)cyclobutyl)glycyl)-3,8-diazabicyclo[3.2.1]octan-8-yl)nicotinonitrile